[NH3+][C@@H](CCCNC(N)=N)C(=O)O.[NH3+][C@@H](CCCNC(N)=N)C(=O)O.OC=1C(C(C(C1O)=O)=O)=O 4,5-dihydroxy-4-cyclopentene-1,2,3-trione di-argininium salt